C(C)(C)(C)[C@H]1O[C@H](C(O1)=O)C1=CC=CC=C1 (2S,5S)-2-(tert-butyl)-5-phenyl-1,3-dioxolan-4-one